FC=1C=C(C=C(C1F)F)C1C(COC2(C1O)CNCCC2)O 4-(3,4,5-trifluorophenyl)-1-oxa-8-azaspiro[5.5]undecane-3,5-diol